tert-butyl (R)-3-(isoquinolin-4-ylamino)pyrrolidine-1-carboxylate C1=NC=C(C2=CC=CC=C12)N[C@H]1CN(CC1)C(=O)OC(C)(C)C